C(C)(=O)N1CCC(CC1)(OC)C=1C(N(C2=C(C(=NC(=C2C1)N[C@H](C)C1=C(C(=CC=C1)C(F)F)F)C)OCCN(C)C)C)=O (R)-3-(1-acetyl-4-methoxypiperidin-4-yl)-5-((1-(3-(difluoromethyl)-2-fluorophenyl)ethyl)amino)-8-(2-(dimethylamino)ethoxy)-1,7-dimethyl-1,6-naphthyridin-2(1H)-one